N-(2-trifluoromethylphenylsulfonyloxy)-7-oxabicyclo-[2.2.1]-hept-5-ene-2,3-dicarboximide FC(C1=C(C=CC=C1)S(=O)(=O)ON1C(=O)C2C3C=CC(C2C1=O)O3)(F)F